N-((2-(4-(1-(chroman-7-yl)ethyl)piperazin-1-yl)pyrimidin-5-yl)(methyl)(oxo)-λ6-sulfanylidene)-2,2,2-trifluoroacetamide O1CCCC2=CC=C(C=C12)C(C)N1CCN(CC1)C1=NC=C(C=N1)S(=NC(C(F)(F)F)=O)(=O)C